4,7,10,13,16-pentaoxa-1,19-nonadecanediamine C(CCOCCOCCOCCOCCOCCCN)N